NC=1C2=C(N=CN1)N(C=C2I)C21CCC(CC2)(C1)NC(OCC1=CC=CC=C1)=O benzyl (4-(4-amino-5-iodo-7H-pyrrolo[2,3-d]pyrimidin-7-yl)bicyclo[2.2.1]heptan-1-yl)carbamate